(3S,4R)-3-fluoro-1-(4-((5-isopropyl-8-(7-methyl-1,7-diazaspiro[3.5]nonan-1-yl)-2,7-naphthyridin-3-yl)amino)pyrimidin-2-yl)-3-methylpiperidin-4-ol F[C@]1(CN(CC[C@H]1O)C1=NC=CC(=N1)NC=1N=CC2=C(N=CC(=C2C1)C(C)C)N1CCC12CCN(CC2)C)C